FC(C1OCCN(C1)C=1C=CC2=C(N=C(O2)C2=C3C=C(N=CC3=C(N=C2)NC)NC(=O)C2CC2)C1)F N-(5-(5-(2-(difluoromethyl)morpholino)benzo[d]oxazol-2-yl)-8-(methylamino)-2,7-naphthyridin-3-yl)cyclopropanecarboxamide